N-((6-bromo-5-methyl-1H-indol-2-yl)methyl)-1-methylcyclopropane-1-carboxamide BrC1=C(C=C2C=C(NC2=C1)CNC(=O)C1(CC1)C)C